methyl-3-(4,4,5,5-tetramethyl-1,3,2-dioxaborolan-2-yl)-1H-pyrazole CN1N=C(C=C1)B1OC(C(O1)(C)C)(C)C